2-(4-pyridinyl)pyrido[3,4-d]Pyrimidine hydrochloride Cl.N1=CC=C(C=C1)C=1N=CC2=C(N1)C=NC=C2